NC1=C(C=C(C=C1)F)C(C)=O 1-(2-amino-5-fluorophenyl)ethan-1-one